(R)-2'-(methylthio)-3,4,5',8'-tetrahydro-1H,6'H-spiro[naphthalene-2,7'-quinazoline]-4'-Yl triflate O(S(=O)(=O)C(F)(F)F)C1=NC(=NC=2C[C@]3(CCC12)CC1=CC=CC=C1CC3)SC